O=C1N=C2C=CC=CC2=C1 (Z)-2-oxoindole